CN1C=CC2=CC=C(C=C12)NC(NC(C(=O)N)C)=O 2-(3-(1-methyl-1H-indol-6-yl)ureido)propanamide